NC1=NC=NN2C1=C(C=C2C(C)C)C=2NC1=CC(=CC=C1C2)C(=O)NC 2-[4-amino-7-(propan-2-yl)pyrrolo[2,1-f][1,2,4]triazin-5-yl]-N-methyl-1H-indole-6-carboxamide